N-ethyl-N-octylaniline C(C)N(C1=CC=CC=C1)CCCCCCCC